(1S,2R,4R,6R)-2-(hydroxymethyl)-2-(methoxymethyl)-4-methyl-6-(trifluoromethyl)quinuclidin-3-one OC[C@@]1(N2[C@H](C[C@](C1=O)(CC2)C)C(F)(F)F)COC